Methyl 6-ethyl-8,8-dimethyl-5-oxo-5,6,7,8-tetrahydro-1,6-naphthyridine-2-carboxylate C(C)N1C(C=2C=CC(=NC2C(C1)(C)C)C(=O)OC)=O